1-(4-(1,2-dimethyl-1H-indol-3-yl)pyrimidin-2-yl)-4-(2-(dimethylamino)-ethyl)-6-methylbenzene-1,3-diamine CN1C(=C(C2=CC=CC=C12)C1=NC(=NC=C1)C1(CC(=C(C=C1C)CCN(C)C)N)N)C